ClC1=NC=C(C(=C1)C1=C(C=NC(=C1)C)C(=O)NC=1SC2=NC(=CC=C2N1)C1=CCC(CC1)O)OC 2'-chloro-N-(5-(4-hydroxycyclohex-1-en-1-yl)thiazolo[5,4-b]pyridin-2-yl)-5'-methoxy-6-methyl-[4,4'-bipyridine]-3-carboxamide